5-[(2S)-2-methylmorpholin-4-yl]pyrazolo[1,5-a]pyrimidine-3-carboxylic acid C[C@H]1CN(CCO1)C1=NC=2N(C=C1)N=CC2C(=O)O